C(C)(C)(C)C=1C=C(C=C(C1O)N1N=C2C(=N1)C=CC(=C2)Cl)CCCOC(C(=C)C)=O 2-methylacrylic acid 3-[3-tert-butyl-5-(5-chlorobenzotriazole-2-yl)-4-hydroxyphenyl]-propyl ester